N-(3-(4-(2,6-dioxo-piperidin-3-yl)benzofuran-2-yl)prop-2-yn-1-yl)-5-(8-(1,3,7-trimethyl-2-oxo-2,3-dihydro-1H-benzo[d]imidazol-5-yl)isoquinolin-3-yl)picolinamide O=C1NC(CCC1C1=CC=CC2=C1C=C(O2)C#CCNC(C2=NC=C(C=C2)C=2N=CC1=C(C=CC=C1C2)C2=CC1=C(N(C(N1C)=O)C)C(=C2)C)=O)=O